ClC=1C=CC2=C(N=C(O2)N2CC3(C2)CC(C3)NC(=O)C=3OC(=CC3)NS(=O)(=O)C)C1 N-[2-(5-chloro-1,3-benzoxazol-2-yl)-2-azaspiro[3.3]heptan-6-yl]-5-[(S)-methylsulfonylamino]furan-2-carboxamide